BrC1=CC=C(C=C1)C(=C)C=1OC=CC1 2-(1-(4-bromophenyl)vinyl)furan